methyl-1-(4-(6-(benzyloxy)-2-(cyclohex-1-en-1-yl)-3,4-dihydronaphthalen-1-yl)phenyl)-4-(dimethoxymethyl)piperidine CC1N(CCC(C1)C(OC)OC)C1=CC=C(C=C1)C1=C(CCC2=CC(=CC=C12)OCC1=CC=CC=C1)C1=CCCCC1